bis((3,4-dihydroxybenzoyl)oxy)zinc OC=1C=C(C(=O)O[Zn]OC(C2=CC(=C(C=C2)O)O)=O)C=CC1O